BrC1=CC(=C(CNC(=O)C2=NC(=NO2)C(C)(C)C)C=C1)S(=O)(=O)C N-(4-Bromo-2-(methylsulfonyl)benzyl)-3-(tert-butyl)-1,2,4-oxadiazole-5-carboxamide